COC(=O)C=1SC=C2OCCNC21.BrC=2SC(=C1C2OCCN1)C(=O)OC methyl 7-bromo-3,4-dihydro-2H-thieno[3,4-b][1,4]oxazine-5-carboxylate Methyl-3,4-dihydro-2H-thieno[3,4-b][1,4]oxazine-5-carboxylate